N-hydroxy-5-(2-methoxy-5-(methyl-(2-oxo-2H-chromen-4-yl)amino)phenyl)-pentanamide ONC(CCCCC1=C(C=CC(=C1)N(C1=CC(OC2=CC=CC=C12)=O)C)OC)=O